C(CC)N[Si](C(C)(C)C)(C(C)(C)C)NCCC bis(n-propylamino)di-t-butylsilane